methyl 3-[[(2R)-2-[[2-chloro-4-(2-chlorophenyl)-7-quinolyl]oxy]propanoyl]amino]cyclobutanecarboxylate ClC1=NC2=CC(=CC=C2C(=C1)C1=C(C=CC=C1)Cl)O[C@@H](C(=O)NC1CC(C1)C(=O)OC)C